ClC1=C(OC2=C(C(S\C(=C(\C)/N(C=O)CC=3C(=NC(=NC3)C)N)\CCO)=O)C=CC=C2)C(=CC=C1)Cl (Z)-S-(2-(N-((4-amino-2-methylpyrimidin-5-yl)methyl)formamido)-5-hydroxypent-2-en-3-yl) 2-(2,6-dichlorophenoxy)benzothioate